(3S)-N-((1R,2R,4S)-7-cyano-7-azabicyclo[2.2.1]heptan-2-yl)-1-(4-methyl-6-(trifluoromethyl)-2-pyridinyl)-3-pyrrolidinecarboxamide C(#N)N1[C@H]2[C@@H](C[C@@H]1CC2)NC(=O)[C@@H]2CN(CC2)C2=NC(=CC(=C2)C)C(F)(F)F